(N-(4-Amino-5-benzoylthiazol-2-yl)-3-fluoroanilino)propanamid NC=1N=C(SC1C(C1=CC=CC=C1)=O)N(C1=CC(=CC=C1)F)C(C(=O)N)C